trans-tert-Butyl (6-methylpiperidin-3-yl)carbamate C[C@H]1CC[C@@H](CN1)NC(OC(C)(C)C)=O